2-[1-Oxo-4-Propan-2-yl-6-(Trifluoromethoxy)Phthalazin-2-yl]Acetamide O=C1N(N=C(C2=CC(=CC=C12)OC(F)(F)F)C(C)C)CC(=O)N